C(C1=CC=CC=C1)OC1=C(C=C2C=C(NC2=C1)C(=O)O)F 6-(benzyloxy)-5-fluoro-1H-indole-2-carboxylic acid